NC=1C=C(C=CC1)[S@](=O)(C)=NC(OC(C)(C)C)=O tert-butyl (R)-((3-aminophenyl)(methyl)(oxo)-λ6-sulfaneylidene)carbamate